C(CCCCCCCCC\C=C/CCCCCCCC(=O)N)CCCCCCCC\C=C/CCCCCCCC(=O)N ethylene-bisoleic acid amide